5-[6-chloro-3-[1-[3,6-dimethyl-4-oxo-2-(1-piperidyl)chromen-8-yl]ethylamino]-2-pyridyl]-2-(4,4,5,5-tetramethyl-1,3,2-dioxaborolan-2-yl)benzaldehyde ClC1=CC=C(C(=N1)C=1C=CC(=C(C=O)C1)B1OC(C(O1)(C)C)(C)C)NC(C)C=1C=C(C=C2C(C(=C(OC12)N1CCCCC1)C)=O)C